C(C)(C)C1(NC(=CC2=C1N=C(N=C2)N)C=C)N 8-isopropyl-6-vinylpyrido[3,4-d]pyrimidine-2,8-diamine